BrC1=CC=C(C=C1)CCCC#N 4-(4-bromophenyl)butanenitrile